(R)-5-(2-(3-fluoro-5-(2-methoxyethoxy)phenyl)pyrrolidin-1-yl)pyrazolo[1,5-a]pyrimidine-3-carboxamide FC=1C=C(C=C(C1)OCCOC)[C@@H]1N(CCC1)C1=NC=2N(C=C1)N=CC2C(=O)N